N(=C=O)C(C)(C)C1=CC(=CC=C1)C(C)(C)N=C=O 1,3-bis(2-isocyanatopropane-2-yl)benzene